2,3,4,5,6-penta(3,6-diphenylcarbazol-9-yl)benzonitrile C1(=CC=CC=C1)C=1C=CC=2N(C3=CC=C(C=C3C2C1)C1=CC=CC=C1)C1=C(C#N)C(=C(C(=C1N1C2=CC=C(C=C2C=2C=C(C=CC12)C1=CC=CC=C1)C1=CC=CC=C1)N1C2=CC=C(C=C2C=2C=C(C=CC12)C1=CC=CC=C1)C1=CC=CC=C1)N1C2=CC=C(C=C2C=2C=C(C=CC12)C1=CC=CC=C1)C1=CC=CC=C1)N1C2=CC=C(C=C2C=2C=C(C=CC12)C1=CC=CC=C1)C1=CC=CC=C1